benzyl (1s,3r,5R,7S)-3-((4-iodo-5-methyl-1H-pyrazol-1-yl)methyl)adamantane-1-carboxylate IC=1C=NN(C1C)CC12CC3(C[C@@H](C[C@H](C1)C3)C2)C(=O)OCC2=CC=CC=C2